6-aminonicotinic acid tert-butyl ester C(C)(C)(C)OC(C1=CN=C(C=C1)N)=O